ClC1=NC=CC(=C1OCOC)CCO 2-(2-chloro-3-(methoxymethoxy)pyridin-4-yl)ethan-1-ol